3-Bromo-2-(3,4-difluorophenoxy)pyridine BrC=1C(=NC=CC1)OC1=CC(=C(C=C1)F)F